ClC1=CC(=C(COC2=CC=CC(=N2)C2=CC(NC=C2F)=O)C=C1)F 6-((4-chloro-2-fluorobenzyl)oxy)-5'-fluoro-[2,4'-bipyridin]-2'(1'H)-one